lithium dicyanotriazole salt C(#N)C1=C(N=NN1)C#N.[Li]